C(C1=CC=CC=C1)OC=1C=CC2=C(N=C(O2)C2=CN=C(C3=CN=C(C=C23)NC2=NC=C(C=C2)OCC2=CC=CC=C2)NC)C1 4-(5-(benzyloxy)benzo[d]oxazol-2-yl)-N6-(5-(benzyloxy)pyridin-2-yl)-N1-methyl-2,7-naphthyridine-1,6-diamine